N-[3-[(1S)-2-(4-fluoroanilino)-1-methyl-2-oxo-ethyl]-1-bicyclo[1.1.1]pentanyl]-5-(trifluoromethyl)pyridin-1-ium-3-carboxamide FC1=CC=C(NC([C@@H](C)C23CC(C2)(C3)NC(=O)C=3C=[NH+]C=C(C3)C(F)(F)F)=O)C=C1